ClC1=CN(C2=CC=C(C=C12)NC1=NC=CC(=N1)C=1C=C(N(N1)C)C(=O)O)C 5-[2-(3-Chloro-1-methyl-1H-indol-5-ylamino)-pyrimidin-4-yl]-2-methyl-2H-pyrazole-3-carboxylic acid